N[C@H](CCN1CCC(CC1)O)C1=CC=C(C=C1)N1C(OCC1)=O (R)-3-(4-(1-amino-3-(4-hydroxypiperidin-1-yl)propyl)phenyl)oxazolidin-2-one